1-(Chroman-3-yl)-2-cyano-3-(1-(1-(dimethylamino)-2-(4-hydroxyphenyl)ethyl)cyclopropyl)guanidine tert-Butyl-6-[(2Z)-2-amino-2-hydroxyimino-ethyl]-2-azaspiro[3.3]heptane-2-carboxylate C(C)(C)(C)C1N(CC12CC(C2)C/C(=N/O)/N)C(=O)O.O2CC(CC1=CC=CC=C21)NC(=NC#N)NC2(CC2)C(CC2=CC=C(C=C2)O)N(C)C